C1(=C(C=CC=C1)[C@H]1[C@@H](C1)NC1CCC(CC1)N)C N1-((trans)-2-(o-tolyl)cyclopropyl)cyclohexane-1,4-diamine